4-((4-chloro-2-(N-methylmethanesulfonamido)phenyl)amino)-N-ethoxy-6-((6-fluoropyridin-2-yl)amino)nicotinamide ClC1=CC(=C(C=C1)NC1=CC(=NC=C1C(=O)NOCC)NC1=NC(=CC=C1)F)N(S(=O)(=O)C)C